FC1=C(C=CC(=C1)[N+](=O)[O-])NC(=O)C1=NC=C(N=C1)C N-(2-fluoro-4-nitrophenyl)-5-methylpyrazine-2-carboxamide